C(C)(=O)[O-].C(CCC)[N+]1=C(NC=C1)C Butyl-methylimidazolium acetate